C(C)OC(CC(=O)C1CCN(CC1)C(=O)OC(C)(C)C)=O tert-butyl 4-(3-ethoxy-3-oxopropanoyl)piperidine-1-carboxylate